CN(C=1C(C(=O)O)=CC=CC1)C.CNC1=C(C(=O)OC)C=CC=C1 methyl 2-methylamino-benzoate (dimethyl anthranilate)